4-fluoro-N-[3-[(1R)-2-(4-fluoroanilino)-1-methyl-2-oxo-ethyl]-1-bicyclo[1.1.1]pentanyl]-3-methyl-benzamide FC1=C(C=C(C(=O)NC23CC(C2)(C3)[C@H](C(=O)NC3=CC=C(C=C3)F)C)C=C1)C